C(=O)C1=CC(=NC=C1)NC(OC(C)(C)C)=O tert-butyl N-(4-formyl-2-pyridyl)carbamate